FC=1C(=C(C=CC1F)C(=O)N1CC(C1)(O)C=1NC(=CN1)C)NC1=C(C=C(C=C1)I)F 1-({3,4-difluoro-2-[(2-fluoro-4-iodophenyl)amino]Phenyl}carbonyl)-3-(5-methyl-1H-imidazol-2-yl)azetidin-3-ol